5-(tert-butyl)pyridazin-3(2H)-one, formic acid salt C(=O)O.C(C)(C)(C)C1=CC(NN=C1)=O